4-(2,5-difluoro-4-methylphenyl)butanoic acid FC1=C(C=C(C(=C1)C)F)CCCC(=O)O